(R)-2-amino-1-((3S,4S,5R)-4-(4-chloro-2-fluoro-6-methylphenyl)-4-hydroxy-3,5-dimethylpiperidin-1-yl)-3-hydroxypropan-1-one N[C@@H](C(=O)N1C[C@@H](C([C@@H](C1)C)(O)C1=C(C=C(C=C1C)Cl)F)C)CO